BrC1=CC(=C(C=C1)S(=O)(=O)NC)CBr 4-bromo-2-(bromomethyl)-N-methylbenzenesulfonamide